NC=1N=C(C2=C(N1)C=NN2CC2=C(C=C(C=C2)CO)OC)NCC2=NOC(=C2)C (4-((5-amino-7-(((5-methylisoxazol-3-yl)methyl)amino)-1H-pyrazolo[4,3-d]pyrimidin-1-yl)methyl)-3-methoxy-phenyl)methanol